4,8-diphenyl-5,8-dihydrodifurano[3,4-b:3',4'-e]pyridine-1,7(3H,4H)-dione C1(=CC=CC=C1)N1C2=C(C(C3=C1COC3=O)C3=CC=CC=C3)C(OC2)=O